O[C@H](CCSCCNC(CCNC([C@@H](C(COP(OP(OC[C@@H]1[C@H]([C@H]([C@@H](O1)N1C=NC=2C(N)=NC=NC12)O)OP(=O)(O)O)(=O)O)(=O)O)(C)C)O)=O)=O)CCCCCCCCC (S)-3-hydroxydodecyl-CoA